(phenylsulfanyl)piperazine C1(=CC=CC=C1)SN1CCNCC1